N-(Phenyl(2-(trifluoromethyl)benzofuran-3-yl)methylene)cyclohexanecarboxamide C1(=CC=CC=C1)C(=NC(=O)C1CCCCC1)C1=C(OC2=C1C=CC=C2)C(F)(F)F